BrC=1C=C2C(N(C(=NC2=CC1)[C@@H](CCC)N1CCN[C@@H](CC1)C)CC)=O 6-bromo-3-ethyl-2-((R)-1-((R)-5-methyl-1,4-diazepan-1-yl)butyl)quinazolin-4(3H)-one